C(C)(=O)C=1C(=CC(=C(C(=O)NC2=CC(NC=C2)=O)C1)OC1=C(C=C(C=C1)F)C)C(F)(F)F 5-Acetyl-2-(4-fluoro-2-methylphenoxy)-N-(2-oxo-1,2-dihydropyridin-4-yl)-4-(trifluoromethyl)benzamide